(2R,3S)-2-ethynyl-5-oxo-2-((2-phenylacetoxy)methyl)tetrahydrofuran-3-yl 2-phenylacetate C1(=CC=CC=C1)CC(=O)O[C@@H]1[C@](OC(C1)=O)(COC(CC1=CC=CC=C1)=O)C#C